C(COCCOCCOCC)N 3,6,9-trioxaundecan-1-amine